BrC1=NN(C(=C1)C(=O)OCC)C[C@@H](C)NC(=O)OC(C)(C)C |r| rac-ethyl 3-bromo-1-{(2RS)-2-[(tert-butoxycarbonyl)amino]propyl}-1H-pyrazole-5-carboxylate